C(C)(C)OC1=CC=C(C=C1)C=1C=C2CC(C(C2=CC1)NC(O[C@@H]1CN2CCC1CC2)=O)(C)C (S)-quinuclidin-3-yl (5-(4-isopropoxyphenyl)-2,2-dimethyl-2,3-dihydro-1H-inden-1-yl)carbamate